5-(1,3-dioxoisobenzofuran-5-yloxy)isophthalic acid O=C1OC(C2=CC(=CC=C12)OC=1C=C(C=C(C(=O)O)C1)C(=O)O)=O